N1C=CC2=C(C=CC=C12)C1=NC=2C3=CC(=CN=C3OC2C(=N1)N1CCOCC1)CN1CCC2(COC2)CC1 4-(1H-Indol-4-yl)-6-(morpholin-4-yl)-12-{2-oxa-7-azaspiro[3.5]nonan-7-ylmethyl}-8-oxa-3,5,10-triazatricyclo[7.4.0.02,7]trideca-1(13),2(7),3,5,9,11-hexaene